OCCOC(CCC(=O)OCCO)=O succinic-bis(2-hydroxyethyl) ester